NC=1C=C(C=C(C1)C(COC)(F)F)[C@@H](C)NC1=NC(=NC2=CC(=C(C=C12)N1CC=2N(CC1)C(=NN2)C)OC)C (R)-N-(1-(3-amino-5-(1,1-difluoro-2-methoxyethyl)phenyl)ethyl)-7-methoxy-2-methyl-6-(3-methyl-5,6-dihydro-[1,2,4]triazolo[4,3-a]pyrazin-7(8H)-yl)quinazolin-4-amine